methyl (2R,4S,5R,6R)-5-amino-6-((1R,2R)-3-azido-1,2-dihydroxypropyl)-4-hydroxy-2-(p-tolylthio)tetrahydro-2H-pyran-2-carboxylate N[C@@H]1[C@H](C[C@](O[C@H]1[C@@H]([C@@H](CN=[N+]=[N-])O)O)(C(=O)OC)SC1=CC=C(C=C1)C)O